(2S,4S)-4-fluoro-1-[2-[(3R)-3-(3-quinolinylamino)pyrrolidin-1-yl]acetyl]pyrrolidine-2-carbonitrile F[C@H]1C[C@H](N(C1)C(CN1C[C@@H](CC1)NC=1C=NC2=CC=CC=C2C1)=O)C#N